CN(C)CC1=C(C(=C(C=C1)O)CN(C)C)CN(C)C tri-(dimethylaminomethyl)phenol